CN(C(=O)C1=NOC(C1)(C1=CC=CC=C1)C1=CC=CC=C1)S(=O)(=O)C1=C(C=CC=C1)[N+](=O)[O-] N-methyl-N-((2-nitrophenyl)sulfonyl)-5,5-diphenyl-4,5-dihydroisoxazole-3-carboxamide